3-[5-bromo-2-(4-chlorophenyl)triazol-4-yl]bicyclo[1.1.1]pentan-1-amine BrC=1C(=NN(N1)C1=CC=C(C=C1)Cl)C12CC(C1)(C2)N